C1=C(C=CC2=CC=CC=C12)N(C1=CC=C(C2=CC=C(N(C3=CC4=CC=CC=C4C=C3)C3=CC4=CC=CC=C4C=C3)C=C2)C=C1)C1=CC2=CC=CC=C2C=C1 tetrakis-naphthalen-2-yl-benzidine